C1(=CCCCC1)CCN1C(=NC2=C1C=CC(=C2)C(=O)O)SCC2=NC=C(C(=C2C)OC)C 1-(2-(cyclohex-1-en-1-yl)ethyl)-2-(((4-methoxy-3,5-dimethylpyridin-2-yl)methyl)thio)-1H-benzo[d]imidazole-5-carboxylic acid